BrC1=C(C2=C(N=C(S2)NC(C)=O)C=C1)O N-(6-bromo-7-hydroxybenzo[d]thiazol-2-yl)acetamide